N-vinyl-normalpropylamide C(=C)[N-]CCC